NC1=C(C(=NN1C(C)C)C1=CC=C(C=C1)CC(NC1=CC(=NO1)C12CC(C1)(C2)C)=O)C(=O)N 5-Amino-1-isopropyl-3-(4-[[(3-[3-methylbicyclo[1.1.1]pentan-1-yl]-1,2-oxazol-5-yl)carbamoyl]methyl]phenyl)pyrazole-4-carboxamide